FC1=CC=C(C=C1)C1=C(N=CC(=N1)NC(=O)N1CCOCC1)C=1C=C2C(=NC=NC2=CC1)C N-(6-(4-fluorophenyl)-5-(4-methylquinazolin-6-yl)pyrazin-2-yl)morpholine-4-carboxamide